FC=1C=CC2=C(NC(=NS2(=O)=O)NCC=2C(=NC=CC2)N(S(=O)(=O)C)C)C1C(C)C1=C(C=CC=C1)F N-(3-(((6-fluoro-5-(1-(2-fluorophenyl)ethyl)-1,1-dioxido-4H-benzo[e][1,2,4]thiadiazin-3-yl)amino)methyl)pyridin-2-yl)-N-methylmethanesulfonamide